p-menth-1-en-4-ol C1(=CCC(CC1)(C(C)C)O)C